C(\C(\C)=C/C(=O)O)(=O)O.C(\C(\C)=C/C(=O)O)(=O)O citraconic acid, citraconic acid salt